FC(C=1C=C(C=CC1)CCC(CC)=O)(F)F 3-(trifluoromethyl)phenylpropione